C(C)OC1=C(\C=C(\C(=O)OCC)/CC)C=CC=C1 ethyl (E)-2-(2-ethoxybenzylidene)butanoate